FC1=CC=C(C=C1)C1=NN(C2=CC=C(C=C12)C(=O)NC1(CS(C1)(=O)=O)C)C=1N(N=CC1)C 3-(4-fluorophenyl)-N-(3-methyl-1,1-dioxo-thietan-3-yl)-1-(2-methylpyrazol-3-yl)indazole-5-carboxamide